C1(CCC1)C1=CC(=NN1)NC(CC1=CC=C(C=C1)OCC=1C=C2C(N(C(C2=CC1F)=O)C1C(NC(CC1)=O)=O)=O)=O N-(5-cyclobutyl-1H-pyrazol-3-yl)-2-(4-((2-(2,6-dioxopiperidin-3-yl)-6-fluoro-1,3-dioxoisoindolin-5-yl)methoxy)phenyl)acetamide